((2-(5-(3-((tert-Butoxycarbonyl)amino)-6-methoxypyridin-2-yl)pentyl)-4-fluorophenyl)amino)-5-(trifluoromethyl)nicotinic acid methyl ester COC(C1=C(N=CC(=C1)C(F)(F)F)NC1=C(C=C(C=C1)F)CCCCCC1=NC(=CC=C1NC(=O)OC(C)(C)C)OC)=O